S1OC1 Thioxirane